2-cyclopropylamino-5-isobutyramido-N-(1-(3-(thiazol-2-yl)phenyl)ethyl)benzamide C1(CC1)NC1=C(C(=O)NC(C)C2=CC(=CC=C2)C=2SC=CN2)C=C(C=C1)NC(C(C)C)=O